4-(4-amino-3-methylsulfanyl-phenoxy)-N-methyl-pyridine-2-carboxamide NC1=C(C=C(OC2=CC(=NC=C2)C(=O)NC)C=C1)SC